6-aminohexane-1,2,3,4,5-pentol NCC(C(C(C(CO)O)O)O)O